FC1=C(C(=C(C=C1C1=NN(C2=NC(=NC=C21)N2CC(C2)(C)OC)C)C(F)(F)F)F)O 2,6-Difluoro-3-(6-(3-methoxy-3-methylazetidin-1-yl)-1-methyl-1H-pyrazolo[3,4-d]pyrimidin-3-yl)-5-(trifluoromethyl)phenol